O[C@]1(C(=C(C(CC1(C)C)=O)C)C)/C=C/C(=C\C(=O)O)/C |r| (±)-(2Z,4E)-5-(1-hydroxy-2,3,6,6-tetramethyl-4-oxocyclohex-2-en-1-yl)-3-methylpenta-2,4-dienoic acid